2,3-dihydroxypropylamine OC(CN)CO